3-((S)-2-hydroxy-3-((R)-8-(1-(2-hydroxyethyl)-2,3-dihydro-1H-pyrido[2,3-b][1,4]oxazin-7-ylsulfonyl)-1-oxa-8-azaspiro[4.5]decan-3-ylamino)propoxy)-N-methylbenzenesulfonamide O[C@H](COC=1C=C(C=CC1)S(=O)(=O)NC)CN[C@H]1COC2(C1)CCN(CC2)S(=O)(=O)C2=CC1=C(OCCN1CCO)N=C2